S1C(=NC2=C1C=CC=C2)C2=C(C=CC(=C2)OC)NC(C2=C(C(=C(C(=C2F)F)NCCCC)F)F)=O N-(2-(benzo[d]thiazol-2-yl)-4-methoxyphenyl)-4-(butylamino)-2,3,5,6-tetrafluorobenzamide